2-[5-(2-amino-ethylamino)-pyridin-2-ylamino]-6-bromo-8-cyclopentyl-5-methyl-8H-pyrido[2,3-d]Pyrimidin-7-one NCCNC=1C=CC(=NC1)NC=1N=CC2=C(N1)N(C(C(=C2C)Br)=O)C2CCCC2